C(CCCCCCCC1C(CCCCCCCC)O1)(=O)OCCCCCCCC octyl 9,10-epoxystearate